(E)-1-(3-(3-(2,6-bis(trifluoromethyl)pyridin-4-yl)-1H-1,2,4-triazol-1-yl)-2-(Pyrimidin-5-yl)acryloyl)azetidin-3-carbonitrile FC(C1=NC(=CC(=C1)C1=NN(C=N1)/C=C(/C(=O)N1CC(C1)C#N)\C=1C=NC=NC1)C(F)(F)F)(F)F